2-chloro-2-methylpentene ClC(C)(C=CC)C